C1(=CC=CC=C1)C1=C2CCN(C2=CC=C1)C=1C2=C(N=CN1)C=C(C=N2)CN[C@@H](CO)C(=O)O ((4-(4-phenylindolin-1-yl)pyrido[3,2-d]pyrimidin-7-yl)methyl)-L-serine